C(#N)C1=NC(=NC(=C1)C)N1CCN(CC1)S(=O)(=O)C1=CC=C(C=C1)NC(=O)C1=CC2=C(NC(CC(N2)=O)=O)C=C1 N-(4-((4-(4-cyano-6-methylpyrimidin-2-yl)piperazin-1-yl)sulfonyl)phenyl)-2,4-dioxo-2,3,4,5-tetrahydro-1H-benzo[b][1,4]diazepine-7-carboxamide